OC1=CC(=C(C=C1)B(O)O)OC 4-HYDROXY-2-METHOXYPHENYLBORONIC ACID